C(#N)C=1C=C(C=CC1OCC(C)C)C=1N(C(=C(N1)C)C(=O)OCC)O ethyl 2-(3-cyano-4-isobutoxy phenyl)-1-hydroxy-4-methyl-1H-imidazole-5-carboxylate